C(C)C(=CO)C1=CC=CC=C1 α-ethyl-hydroxystyrene